tert-butyl (3S)-3-(((2S)-4-(cyclopropylamino)-3-hydroxy-4-oxo-1-((S)-2-oxopyrrolidin-3-yl)butan-2-yl)carbamoyl)-3,4-dihydroisoquinoline-2(1H)-carboxylate C1(CC1)NC(C([C@H](C[C@H]1C(NCC1)=O)NC(=O)[C@H]1N(CC2=CC=CC=C2C1)C(=O)OC(C)(C)C)O)=O